C(C)OC(=O)C=1SC=2N=CN=C(C2N1)N1C(CC2=CC=CC=C12)C 7-(2-Methylindolin-1-yl)thiazolo[5,4-d]pyrimidine-2-carboxylic acid ethyl ester